COC1=CC=C(C(=O)OCCC(C)=N)C=C1 3-iminobutyl 4-methoxybenzoate